[4-(1-carbamimidoyl-1,2,3,6-tetrahydro-pyridin-4-yl)-2-fluoro-phenyl]-amide C(N)(=N)N1CCC(=CC1)C1=CC(=C(C=C1)[NH-])F